phenyl(phosphine) palladium (II) chloride [Pd](Cl)Cl.C1(=CC=CC=C1)P